CC1=NC(=CC=C1NC(=O)C1CCCCC1)C1=C(C(=NO1)C)NC(=O)O[C@@H](C)CCC (1S,2S)-2-((2-Methyl-6-(3-methyl-4-(((((R)-pentan-2-yl)oxy)carbonyl)amino)isoxazol-5-yl)pyridin-3-yl)carbamoyl)cyclohexan